2-(4-((3-(4-ethylphenyl)-2-oxoimidazolin-1-yl)methyl)-2,6-dimethylphenoxy)-2-methylpropanoic acid C(C)C1=CC=C(C=C1)N1C(N(CC1)CC1=CC(=C(OC(C(=O)O)(C)C)C(=C1)C)C)=O